bis(4-aminocyclohexyl)-p-diisopropylbenzene NC1CCC(CC1)C=1C(=C(C=CC1C(C)C)C(C)C)C1CCC(CC1)N